C(CC)C1=C(C(=C(C(=C1F)F)F)F)F propylpentafluorobenzene